5-(2-(sec-butyl)-1-(3-morpholinobicyclo-[1.1.1]pentan-1-yl)-1H-imidazol-4-yl)-3-(tri-fluoromethoxy)pyridin-2-amine C(C)(CC)C=1N(C=C(N1)C=1C=C(C(=NC1)N)OC(F)(F)F)C12CC(C1)(C2)N2CCOCC2